Cl.N1CC(C1)=O azetidin-3-one hydrochloride